4-benzyloxy-2-(4-cyclopropyl-6-methoxy-pyrimidin-5-yl)-7-[[4-[1-methyl-4-(trifluoromethyl)imidazol-2-yl]phenyl]methyl]-5H-pyrrolo[3,2-d]pyrimidine C(C1=CC=CC=C1)OC=1C2=C(N=C(N1)C=1C(=NC=NC1OC)C1CC1)C(=CN2)CC2=CC=C(C=C2)C=2N(C=C(N2)C(F)(F)F)C